CC1(CCOCC1)NC1=NC=C2N=C(N(C2=N1)C1CCC(CC1)C(=O)N)NC1=CC=C(C=C1)OC(F)(F)F (1S,4S)-4-(2-((4-methyltetrahydro-2H-pyran-4-yl)amino)-8-((4-(trifluoromethoxy)phenyl)amino)-9H-purin-9-yl)cyclohexane-1-carboxamide